methyl 2-(chloromethyl)-5-methyl-1-(oxetan-2-ylmethyl)-4-oxo-1,4-dihydrothieno[2,3-d]pyrimidine-6-carboxylate ClCC1=NC(C2=C(N1CC1OCC1)SC(=C2C)C(=O)OC)=O